1-[5-(1H-benzimidazol-5-yl)oxazol-2-yl]pyrrolidin-2-one N1C=NC2=C1C=CC(=C2)C2=CN=C(O2)N2C(CCC2)=O